2-[(2R)-2-amino-3-fluoropropyl]-5-chloro-3-cyclopropyl-N-[(thiophen-2-yl)methyl]thieno[3,2-b]pyridin-7-amine N[C@H](CC1=C(C2=NC(=CC(=C2S1)NCC=1SC=CC1)Cl)C1CC1)CF